(R)-4-((3-(ethoxymethyl)-3-phenethylpyrrolidin-1-yl)methyl)-1-methyl-1H-pyrazole C(C)OC[C@]1(CN(CC1)CC=1C=NN(C1)C)CCC1=CC=CC=C1